(e)-1,2-dihydropyridine-3-carboxamide N1CC(=CC=C1)C(=O)N